N1=CC=C2C=CC3=CC=NC4=CC=C1C2=C34 1,8-diaza-pyrene